2-(Tetrahydro-2H-pyran-4-yl)-7-(4,4,5,5-tetramethyl-1,3,2-dioxaborolane-2-yl)-1,2,3,4-tetrahydroisoquinoline O1CCC(CC1)N1CC2=CC(=CC=C2CC1)B1OC(C(O1)(C)C)(C)C